BrCC1=C(C(=O)OC)C=CC(=C1)C#N methyl 2-(bromomethyl)-4-cyano-benzoate